C(CCCCCCC\C=C/CCC)CC(=O)O.C1(=CC=CC=C1)S(=O)(=O)C1=C(N)C=CC=C1 2-(phenylsulfonyl)aniline (Z)-9-tridecenyl-acetate